2-(4-methoxy-1-methylpiperidin-4-yl)-5-(4,4,5,5-tetramethyl-1,3,2-dioxaborolan-2-yl)benzo[d]thiazole COC1(CCN(CC1)C)C=1SC2=C(N1)C=C(C=C2)B2OC(C(O2)(C)C)(C)C